FC(C(=O)N1CCC2=CC(=CC=C12)[N+](=O)[O-])(F)F 2,2,2-trifluoro-1-(5-nitroindolin-1-yl)ethane-1-one